N-cyclopropyl-4-(7-((3-(4-morpholinopiperidin-1-yl)propyl)amino)thieno[3,2-b]pyridin-5-yl)benzamide C1(CC1)NC(C1=CC=C(C=C1)C1=CC(=C2C(=N1)C=CS2)NCCCN2CCC(CC2)N2CCOCC2)=O